C(C)(=O)OC(C(Cl)(Cl)Cl)C1=CC=CC=C1 (2,2,2-trichloro-1-phenyl-ethyl) acetate